molybdenum-silicon-manganese [Mn].[Si].[Mo]